3-(5-Chloro-2-(9-chloro-1,5-dioxo-1,3,4,5-tetrahydro-2H-chromeno[2,3-c]pyridin-2-yl)phenoxy)cyclobutan ClC=1C=CC(=C(OC2CCC2)C1)N1C(C2=C(CC1)C(C1=CC=CC(=C1O2)Cl)=O)=O